ClC1=C(C(=NC(=N1)CC1=C(C=CC=C1)Cl)N)OC1=C(C=CC=C1)OC 6-Chloro-2-(2-chlorobenzyl)-5-(2-methoxyphenoxy)pyrimidin-4-amine